IC1=CC(=C(C=C1OC)CC(C)N)OC 1-(4-iodo-2,5-dimethoxyphenyl)-2-aminopropane